3-((7-(3-(Difluoromethyl)pyrrolidine-1-carbonyl)-10-hydroxy-7-azaspiro[4.5]decan-10-yl)methyl)-6-phenylpyrimidin-4(3H)-one FC(C1CN(CC1)C(=O)N1CC2(CCCC2)C(CC1)(O)CN1C=NC(=CC1=O)C1=CC=CC=C1)F